3-({[7-(2-methylthiophene-3-yl)-3,4-dihydro-2H-1-benzopyran-4-yl]methyl}amino)pyridine-4-carboxylic acid methyl ester COC(=O)C1=C(C=NC=C1)NCC1CCOC2=C1C=CC(=C2)C2=C(SC=C2)C